NC1=NC=CC=C1C1=NC=2C(=NC(=CC2)C2=CC=CC=C2)N1C1=CC=C(CN2C[C@@H](N([C@@H](C2)C)C2=NC(=NC=C2)C#N)C)C=C1 4-((2S,6R)-4-(4-(2-(2-aminopyridin-3-yl)-5-phenyl-3H-imidazo[4,5-b]pyridin-3-yl)benzyl)-2,6-dimethylpiperazin-1-yl)pyrimidine-2-carbonitrile